C(C)N1CC(CC(C1)(F)F)NC(C)=O N-(1-Ethyl-5,5-Difluoropiperidin-3-yl)Acetamide